4-chloro-3-(2-chloroethoxy)-8-((1-(tetrahydro-2H-pyran-2-yl)-1H-pyrazolo[3,4-b]pyridin-5-yl)amino)-5,6,7,8-tetrahydronaphthalene-2-carbonitrile ClC1=C(C(=CC=2C(CCCC12)NC=1C=C2C(=NC1)N(N=C2)C2OCCCC2)C#N)OCCCl